(5S,7S)-2-(cyclopropylsulfonyl)-5-(3,5-difluorophenyl)-7-fluoro-6,7-dihydro-5H-pyrrolo[1,2-b][1,2,4]triazole C1(CC1)S(=O)(=O)C=1N=C2N(N1)[C@@H](C[C@@H]2F)C2=CC(=CC(=C2)F)F